isopropylaminopropanesulfonic acid C(C)(C)NC(CC)S(=O)(=O)O